N1[C@@H](CCC1)C1CCC(C1O)O 5-((s)-pyrrolidin-2-yl)cyclopentane-1,2-diol